tetraethylene glycol phenyl ether methacrylate C(C(=C)C)(=O)OCCOCCOCCOCCOC1=CC=CC=C1